C1(CC1)C=1C(=C2C(=NC1C(F)(F)F)CCC2)NC(=O)N=[S@](=O)(N)C=2SC=C(C2F)C(C)(C)O (R)-N'-((3-cyclopropyl-2-(trifluoromethyl)-6,7-dihydro-5H-cyclopenta[b]pyridin-4-yl)carbamoyl)-3-fluoro-4-(2-hydroxypropan-2-yl)thiophene-2-sulfonimidamide